C(C)(C)(C)OOC1=CC=C(C=C1)OOC(C)(C)C 2,5-di(tert-butylperoxy)benzene